4-bromo-2-fluoro-6-(6-azaspiro[2.5]oct-6-yl)benzonitrile BrC1=CC(=C(C#N)C(=C1)N1CCC2(CC2)CC1)F